ClC1=C(C(=O)O)C=C(C=C1)C1=CSC(=C1)COC=1C=C2CN(C(C2=CC1)=O)C1CCCC1 2-Chloro-5-{5-[(2-cyclopentyl-1-oxoisoindolin-5-yloxy)methyl](3-thienyl)}benzoic acid